C(C)(C)N1C=NC=C1COC(=O)C=1C=CC2=C(NC=N2)C1 ((1-isopropyl-1H-imidazol-5-yl)methyl)-1H-benzo[d]imidazole-6-carboxylate